ClC=1C(=NC=C(C1C)C1=CC(=CC=C1)OC)C#N 3-chloro-5-(3-methoxyphenyl)-4-methylpicolinonitrile